bipyridine-5,5'-dicarboxylic acid methyl ester COC(=O)C=1C=CC(=NC1)C1=NC=C(C=C1)C(=O)O